C(C1=CC=CC=C1)N1CCC(CC1)NC(=O)NC12CC3C4=C(C(CC(C1)(C3)C)C2)C=CC=C4 1-(1-benzylpiperidin-4-yl)-3-(9-methyl-5,6,8,9,10,11-hexahydro-7H-5,9:7,11-dimethanobenzo[9]annulen-7-yl)urea